methyl 2-methyl-6-(1-methyl-5-(3-(epoxypropan-2-yl)propoxy)-1H-pyrazol-4-yl)isonicotinate CC=1C=C(C(=O)OC)C=C(N1)C=1C=NN(C1OCCCC1(C)CO1)C